C(CCCCCCCCCCCCCCCCCCCCC)(=O)OCCCCCCOC(CCCCCCCCCCCCCCCCCCCCC)=O hexamethylene dibehenate